5-[4-amino-2-(4-fluoroanilino)thiazole-5-carbonyl]isoxazole-3-carboxylic acid Ethyl-5-[4-amino-2-(4-fluoroanilino)thiazole-5-carbonyl]isoxazole-3-carboxylate C(C)OC(=O)C1=NOC(=C1)C(=O)C1=C(N=C(S1)NC1=CC=C(C=C1)F)N.NC=1N=C(SC1C(=O)C1=CC(=NO1)C(=O)O)NC1=CC=C(C=C1)F